8-(4-(Trifluoromethoxy)phenyl)quinoxalin-6-amine FC(OC1=CC=C(C=C1)C=1C=C(C=C2N=CC=NC12)N)(F)F